1,4-diphenyl-chlorobenzyl chloride C1(=CC=CC=C1)C1(C(Cl)Cl)CC=C(C=C1)C1=CC=CC=C1